Trans-[4-(Hydroxymethyl)cyclohexyl]methanol OC[C@@H]1CC[C@H](CC1)CO